C(C1=CC=CC=C1)(=O)O[C@H]1[C@@H]([C@H]([C@H](OC1)O[C@@H]1[C@H]([C@H](OCCN=[N+]=[N-])O[C@@H]([C@H]1OC(C1=CC=CC=C1)=O)COC(C1=CC=CC=C1)=O)OC(C1=CC=CC=C1)=O)O)O (2-azidoethyl) 4-O-benzoyl-α-D-xylopyranosyl-(1→3)-2,4,6-tri-O-benzoyl-β-D-glucopyranoside